P(=O)(O)(O)OC(C(=O)OCC(CCCCCCCCCC)OC(C(=C)C)=O)CO 2-methacryloxydodecyl phosphoglycerate